ClC1=C(C=C(C=C1)[C@@H](CC(=O)O)C1CC1)NC[C@H]([C@H](C(F)(F)F)C)C=1C=NC2=CC=CC=C2C1 (S)-3-(4-chloro-3-((2R,3R)-4,4,4-trifluoro-3-methyl-2-(quinolin-3-yl)butanylamino)phenyl)-3-cyclopropylpropionic acid